methyl 3-(tert-butyl)-4-fluoro-6-hydroxybenzoate C(C)(C)(C)C=1C=C(C(=O)OC)C(=CC1F)O